4-((3-chloro-4-(oxiran-2-yl)phenoxy)methyl)-5-cyclopropyl-3-(2,6-dichlorophenyl)isoxazole ClC=1C=C(OCC=2C(=NOC2C2CC2)C2=C(C=CC=C2Cl)Cl)C=CC1C1OC1